BrC=1N=C(C=2N(C1)C=CN2)N2CCC1(CC1)CC2 6-bromo-8-(6-azaspiro[2.5]octan-6-yl)imidazo[1,2-a]pyrazine